NC(C(=O)[O-])C1=C(C(=C(C=C1)F)OC(F)(F)F)F.[Li+] lithium 2-amino-2-(2,4-difluoro-3-(trifluoromethoxy)phenyl)acetate